4-fluoro-1-(phenylethynyl)-2-(vinyloxy)benzene FC1=CC(=C(C=C1)C#CC1=CC=CC=C1)OC=C